(R)-4-((allylamino)methyl)-N'-((1,2,3,5,6,7-hexahydro-s-indacen-4-yl)carbamoyl)-benzenesulfonimidamide C(C=C)NCC1=CC=C(C=C1)[S@@](=O)(N)=NC(NC1=C2CCCC2=CC=2CCCC12)=O